C(C)(C)(C)C1=CC(=CC(=C1)C)C(C)(C)C 2,6-di-tert-butyl-4-methylbenzene